O1CCC(CC1)CO tetrahydro-2H-pyran-4-methanol